6-((1R,2R)-2-(3-Cyano-1H-pyrazol-1-yl)cyclobutyl)-4-oxo-1-((S)-1-(6-(trifluoromethyl)pyridin-3-yl)ethyl)-4,5-dihydro-1H-pyrazolo[3,4-d]pyrimidin-3-carbonitril C(#N)C1=NN(C=C1)[C@H]1[C@@H](CC1)C=1NC(C2=C(N1)N(N=C2C#N)[C@@H](C)C=2C=NC(=CC2)C(F)(F)F)=O